C(C)C1(CS(C2=C(N(C1)C1=CC=CC=C1)C=C(C(=C2)O/C=C/C(=O)OC(C)(C)C)SC)(=O)=O)CCC tert-butyl (E)-3-((3-ethyl-7-(methylthio)-1,1-dioxido-5-phenyl-3-propyl-2,3,4,5-tetrahydro-1,5-benzothiazepin-8-yl)oxy)acrylate